2-(6-phenylhexyl)isoindole-1,3-dione C1(=CC=CC=C1)CCCCCCN1C(C2=CC=CC=C2C1=O)=O